6-bromo-4-methoxythiazolo[4,5-c]pyridin-2-amine BrC1=CC2=C(C(=N1)OC)N=C(S2)N